COC1=CC=C(CN(S(=O)(=O)C2=C(C=CC(=C2C=2N=NN(N2)CC2=CC=C(C=C2)OC)I)S(=O)(=O)C[C@H](CNC(OC(C)(C)C)=O)O)CC2=CC=C(C=C2)OC)C=C1 (S)-tert-butyl (3-((2-(N,N-bis(4-methoxybenzyl)sulfamoyl)-4-iodo-3-(2-(4-methoxybenzyl)-2H-tetrazol-5-yl)phenyl)sulfonyl)-2-hydroxypropyl)carbamate